C(C)(C)(C)OC(=O)N1[C@H]([C@]2(COCC(N2)=O)CCC1)COC1CCC(CC1)C1=CC(=CC=C1)O |o1:8,9| tert-butyl-rel-(6S,7R)-2-oxo-7-({[(1s,4s)-4-(3-hydroxyphenyl)cyclohexyl]oxy}methyl)-4-oxa-1,8-diazaspiro[5.5]undecane-8-carboxylate